OC=1C=C(C(=O)OC[C@H]2O[C@H]([C@@H]([C@H]([C@@H]2OC(C2=CC(=C(C(=C2)O)O)O)=O)OC(C2=CC(=C(C(=C2)O)O)O)=O)OC(C2=CC(=C(C(=C2)O)O)O)=O)OC(C2=CC(=C(C(=C2)O)O)O)=O)C=C(C1O)O [(2R,3R,4S,5R,6S)-3,4,5,6-tetrakis[(3,4,5-trihydroxybenzoyl)oxy]oxan-2-yl]methyl 3,4,5-trihydroxybenzoate